(S)-2-(5-(cyclopropylmethyl)-2-methoxyphenyl)-2-((3R,4S)-3-fluoro-4-((5-(5,6,7,8-tetrahydro-1,8-naphthyridin-2-yl)pentyl)oxy)pyrrolidin-1-yl)acetic acid C1(CC1)CC=1C=CC(=C(C1)[C@@H](C(=O)O)N1C[C@H]([C@H](C1)OCCCCCC1=NC=2NCCCC2C=C1)F)OC